BrC=1C=2N(C(=CC1)C(C(F)(F)F)(C)O[Si](C)(C)C)N=CN2 8-bromo-5-(1,1,1-trifluoro-2-((trimethylsilyl)oxy)propan-2-yl)-[1,2,4]triazolo[1,5-a]pyridine